2,4,6-triisopropyl-m-phenylene diisocyanate C(C)(C)C1=C(C(=CC(=C1N=C=O)C(C)C)C(C)C)N=C=O